1,1,2,2-tetrakis(4-aminophenyl)ethane NC1=CC=C(C=C1)C(C(C1=CC=C(C=C1)N)C1=CC=C(C=C1)N)C1=CC=C(C=C1)N